C(C)SC1=CC2=C(C(C3=C(N(S2(=O)=O)C)C=CC=C3)=O)C=C1 3-(Ethylthio)-6-methyldibenzo[c,f][1,2]thiazepin-11(6H)-one 5,5-dioxide